C(C)(C)(C)OC(=O)N1CC(C(C1)\C=C\C1=CC=C(C=C1)C(F)(F)F)N1N=CC=C1 (E)-3-(1H-pyrazol-1-yl)-4-(4-(trifluoromethyl)styryl)pyrrolidine-1-carboxylic acid tert-butyl ester